N-methyl-3-(2,5-dioxo-2,5-dihydro-1H-pyrrol-1-yl)benzamide CNC(C1=CC(=CC=C1)N1C(C=CC1=O)=O)=O